tert-butyl 4-(1-oxoisoindolin-4-yl)-3,6-dihydropyridine-1(2H)-carboxylate O=C1NCC2=C(C=CC=C12)C=1CCN(CC1)C(=O)OC(C)(C)C